C(#N)C=1C=NN2C1C(=CC(=C2)C2=CC=C(C=C2)N2CCN(CC2)C)N2CCN(CC2)C=2C=CC(=NC2)NC(C=C)=O N-(5-(4-(3-cyano-6-(4-(4-methylpiperazin-1-yl)phenyl)pyrazolo[1,5-a]pyridin-4-yl)piperazin-1-yl)pyridin-2-yl)acrylamide